C(=O)O.N1CC(C1)O azetidin-3-ol formate salt